tert-butyl (R)-(1-(6-((8-(1-ethyl-3-(trifluoromethyl)-1H-pyrazol-4-yl)-6-((2-methyl-1H-imidazol-1-yl)methyl)-4-oxochroman-3-yl)methyl)-3-fluoropyridin-2-yl)azetidin-3-yl)carbamate C(C)N1N=C(C(=C1)C=1C=C(C=C2C([C@@H](COC12)CC1=CC=C(C(=N1)N1CC(C1)NC(OC(C)(C)C)=O)F)=O)CN1C(=NC=C1)C)C(F)(F)F